5-(2-(4-fluoro-2-methoxyphenoxy)-4,6-bis(trifluoromethyl)benzamido)picolinic acid FC1=CC(=C(OC2=C(C(=O)NC=3C=CC(=NC3)C(=O)O)C(=CC(=C2)C(F)(F)F)C(F)(F)F)C=C1)OC